NC=1C(=C(C=C2C=CN=CC12)CN1C(C=CC=C1)=O)F 8-amino-7-fluoro-6-((2-oxopyridin-1(2H)-yl)methyl)isoquinolin